[Br-].C(C)OC(=O)C=1C(=C(C=CC1)P(C1=CC=CC=C1)C1=CC=CC=C1)C ethoxyformyl-methyl-triphenylphosphine bromide